COC1=C(CN(C(OC(C)(C)C)=O)C[C@H]2NC(CC2)=O)C=CC(=C1)B1OC(C(O1)(C)C)(C)C tert-Butyl (S)-(2-methoxy-4-(4,4,5,5-tetramethyl-1,3,2-dioxaborolan-2-yl)benzyl)((5-oxopyrrolidin-2-yl)methyl)carbamate